(S)-(2-methyl-4-((tetrahydro-2H-pyran-4-yl)oxy)phenyl)-4-oxo-4,5-dihydro-3H-1-thia-3,5,8-triazaacenaphthylene-2-carboxamide CC1=C(C=CC(=C1)OC1CCOCC1)N1C2=C(SC=3N=CC=C(NC1=O)C32)C(=O)N